Methyl (2S,4R)-4-(difluoromethoxy)-1-((2,3-dihydrobenzo[b][1,4]oxathiine-7-carbonyl)glycyl)pyrrolidine-2-carboxylate FC(O[C@@H]1C[C@H](N(C1)C(CNC(=O)C=1C=CC2=C(OCCS2)C1)=O)C(=O)OC)F